(2R,5S)-5-(4-chlorobenzyl)-4-(4-(1,5-dimethyl-1H-pyrazol-3-yl)cyclohexyl)-2-((methylsulfinyl)methyl)-morpholine ClC1=CC=C(C[C@H]2CO[C@H](CN2C2CCC(CC2)C2=NN(C(=C2)C)C)CS(=O)C)C=C1